CN1N=C(N=N1)C1=CC=C(C=N1)CCNC(OC(C)(C)C)=O tert-Butyl 2-(6-(2-methyl-2H-tetrazol-5-yl)pyridin-3-yl)ethylcarbamate